3-benzylidene-6-((5-cyclopropyl-1-benzylimidazol-4-yl)methylene)piperazine-2,5-dione C(C1=CC=CC=C1)=C1C(NC(C(N1)=O)=CC=1N=CN(C1C1CC1)CC1=CC=CC=C1)=O